SELENOPHENE-2-BORONIC ACID [Se]1C(=CC=C1)B(O)O